O1[C@H](CCC1)CC1=NN=C(S1)C1=NC=C(C=C1N)S(=O)(=O)C1=CC=C(C=C1)OC(F)(F)F 2-(5-{[(2R)-Oxolan-2-yl]methyl}-1,3,4-thiadiazol-2-yl)-5-[4-(trifluoromethoxy)benzene-1-sulfonyl]pyridin-3-amine